C(C)(C)(C)N1CCN(CC1)C1=CC(=CC(=C1)B1OC(C(O1)(C)C)(C)C)F tert-butyl-4-[3-fluoro-5-(4,4,5,5-tetramethyl-1,3,2-dioxaborolan-2-yl)phenyl]piperazine